FC1=C(C=C(C(=C1F)F)F)C1=C(C=CC=C1)N1N=NC(=C1)CO[C@@H]([C@@](CN1N=CN=C1)(O)C1=C(C=C(C=C1)F)F)C (2R,3R)-3-((1-(2,3,4,5-tetrafluorophenylphenyl)-1H-1,2,3-triazol-4-yl)-methoxy)-2-(2,4-difluorophenyl)-1-(1H-1,2,4-triazol-1-yl)butan-2-ol